C1(CC1)NC1=NC(=NC=C1C(=O)N)NC1=CC=C(C=C1)N1CCN(CC1)S(=O)(=O)CC 4-(cyclopropylamino)-2-({4-[4-(ethanesulfonyl)piperazin-1-yl]phenyl}amino)pyrimidine-5-carboxamide